NCCCCNC1=NC(=NC=C1C(F)(F)F)NC=1C=C2CCN(CC2=CC1)C(CC(C)(C)O)=O 1-(6-((4-((4-Aminobutyl)amino)-5-(trifluoromethyl)pyrimidin-2-yl)amino)-3,4-dihydroisoquinolin-2(1H)-yl)-3-hydroxy-3-methylbutan-1-one